C1NCCC2=C1NC1=CC=CC=C21 1H,2H,3H,4H,9H-pyrido[3,4-b]indole